ClC1=C(C=CC(=C1)F)S(=O)(=O)N([C@H]1COC2(C1)CCN(CC2)C(=O)N2C[C@@H]1[C@@H](OCC(N1)=O)CC2)C 2-Chloro-4-fluoro-N-methyl-N-((R)-8-((4aR,8aS)-3-oxooctahydro-2H-pyrido[4,3-b][1,4]oxazine-6-carbonyl)-1-oxa-8-azaspiro[4.5]decan-3-yl)benzenesulfonamide